Ammonium manganese(3+) diphosphate [O-]P([O-])(=O)OP(=O)([O-])[O-].[Mn+3].[NH4+]